C(C)C1=NC2=C3N=CC=CC3=CC=C2C=C1 ethyl-phenanthroline